(S)-(4-methyl-6-oxo-1-(pyridazin-3-yl)-1,6-dihydropyridin-3-yl)-4-oxo-4,5-dihydro-3H-1-thia-3,5,8-triazaacenaphthylene-2-carboxamide CC=1C(=CN(C(C1)=O)C=1N=NC=CC1)N1C2=C(SC=3N=CC=C(NC1=O)C32)C(=O)N